N1N=CC2=CC(=CC=C12)C=1C=NC=2N(C=3N=CC(=CC3OC2C1)C=1C=C2C=NNC2=CC1)CCCCN1CCOCC1 6,12-bis-(1H-indazol-5-yl)-2-[4-(morpholin-4-yl)butyl]-9-oxa-2,4,14-triazatricyclo[8.4.0.0^{3,8}]tetradeca-1(10),3(8),4,6,11,13-hexaene